ethyl 2-[(2S)-2-(tert-butoxycarbonylamino)propyl]-5-fluoro-7,8-dihydro-6H-cyclopenta[e]benzotriazole-7-carboxylate C(C)(C)(C)OC(=O)N[C@H](CN1N=C2C(=N1)C=C(C1=C2CC(C1)C(=O)OCC)F)C